2-(4-oxoquinazolin-3(4H)-yl)-N'-(4-fluorophenyl)acethydrazide O=C1N(C=NC2=CC=CC=C12)CC(=O)NNC1=CC=C(C=C1)F